Butyl-4-[[2-(4-chloro-1H-indazol-6-yl)acetyl]amino]pyridine-2-carboxamide C(CCC)C=1C(=NC=CC1NC(CC1=CC(=C2C=NNC2=C1)Cl)=O)C(=O)N